4-cyclopropylmethyl-3-methyl-1H-1,2,4-triazol-5(4H)-one C1(CC1)CN1C(=NNC1=O)C